C(C)(C)(C)OC(=O)N[C@H](C(=O)OCN1C=CC2=C1N=CN=C2N([C@@H]2CC[C@H](CC2)CS(NC)(=O)=O)C)C2=CC=CC=C2 (4-(Methyl((trans)-4-((N-methylsulfamoyl) methyl)cyclohexyl)amino)-7H-pyrrolo[2,3-d]pyrimidin-7-yl)methyl (S)-2-((tert-butoxycarbonyl)amino)-2-phenylacetate